7-((4,4-difluorocyclohexyl)methoxy)-1H-benzo[d]imidazol-4-amine FC1(CCC(CC1)COC1=CC=C(C2=C1NC=N2)N)F